2-(2-acetyl-2-azaspiro[3.5]nonan-7-yl)-N-(imidazo[1,2-b]pyridazin-3-yl)-6-((1s,3s)-3-methoxycyclobutoxy)-2H-indazole-5-carboxamide C(C)(=O)N1CC2(C1)CCC(CC2)N2N=C1C=C(C(=CC1=C2)C(=O)NC2=CN=C1N2N=CC=C1)OC1CC(C1)OC